dibenzyl (4-hydroxy-3-(hydroxymethyl)-5-methylphenyl)phosphonate OC1=C(C=C(C=C1C)P(OCC1=CC=CC=C1)(OCC1=CC=CC=C1)=O)CO